C1(=CC1)CCC(=O)[O-].[Na+] Natrium 3-(cycloprop-1-en-1-yl)propanoat